(R)-N-methyl-N-(1-(1-oxo-1,2-dihydroisoquinolin-4-yl)ethyl)-1H-indole-2-carboxamide CN(C(=O)C=1NC2=CC=CC=C2C1)[C@H](C)C1=CNC(C2=CC=CC=C12)=O